N1=C(C=CC=C1)C1=CC=2C(=C3C(=NC2)NC=C3)N1[C@H]1CNCCC1 (R)-3-(2-(pyridin-2-yl)dipyrrolo[2,3-b:2',3'-d]pyridin-1(6H)-yl)piperidin